stearylstearic acid amide C(CCCCCCCCCCCCCCCCC)C(C(=O)N)CCCCCCCCCCCCCCCC